6-fluoro-N-methyl-5-(4-(3-(6-oxo-5-(trifluoromethyl)-1,6-dihydropyrimidin-2-yl)cyclopent-2-en-1-yl)piperazin-1-yl)picolinamide FC1=C(C=CC(=N1)C(=O)NC)N1CCN(CC1)C1C=C(CC1)C=1NC(C(=CN1)C(F)(F)F)=O